CC(=C)C(CC(=CCC(C=C)C)C)C 2,3,5,8-TETRAMETHYL-1,5,9-DECATRIENE